NC1=C(C(=NC=N1)N1CC(CCC1)N1C(C(CCC1)NC1=CC(=CC(=C1)F)Cl)=O)F 1'-(6-amino-5-fluoropyrimidin-4-yl)-3-(3-chloro-5-fluorophenylamino)-1,3'-bipiperidin-2-one